C1(CC1)[C@@H](CO)NC(=O)C=1C(N(N=C(C1)C=1C=NC(=CC1)C(F)(F)F)C=1C=NC=C(C1)F)=O N-[(1S)-1-cyclopropyl-2-hydroxyethyl]-2-(5-fluoropyridin-3-yl)-3-oxo-6-[6-(trifluoromethyl)-pyridin-3-yl]-2,3-dihydropyridazine-4-carboxamide